((2-amino-9-((2R,3S,4S,5R)-4-fluoro-3-hydroxy-5-(hydroxymethyl)tetrahydrofuran-2-yl)-8-oxo-8,9-dihydro-7H-purin-7-yl)methyl)benzonitrile NC1=NC=C2N(C(N(C2=N1)[C@@H]1O[C@@H]([C@H]([C@H]1O)F)CO)=O)CC1=C(C#N)C=CC=C1